CS(=O)(=O)OC(C(=O)N)C1=C(C=CC=C1F)F 2-amino-1-(2,6-difluorophenyl)-2-oxoethyl methanesulfonate